N-(2-methacryloxypentadecyl)-2-pyrrolidone C(C(=C)C)(=O)OC(CN1C(CCC1)=O)CCCCCCCCCCCCC